N-(9-fluorenylmethoxycarbonyl)-O-benzyltyrosine C1=CC=CC=2C3=CC=CC=C3C(C12)COC(=O)N[C@@H](CC1=CC=C(C=C1)OCC1=CC=CC=C1)C(=O)O